5-(2-cyclopropyl-7-methoxybenzofuran-4-yl)-1-ethylpyridin-2(1H)-one C1(CC1)C=1OC2=C(C1)C(=CC=C2OC)C=2C=CC(N(C2)CC)=O